C(CCC)(=O)O[C@@H](C(=O)OC1=CC=C(C=C1)\C=C\C1=CC(=CC(=C1)OC([C@@H]([C@H]([C@@H]([C@@H](COC(CCC)=O)OC(CCC)=O)OC(CCC)=O)OC(CCC)=O)OC(CCC)=O)=O)OC([C@@H]([C@H]([C@@H]([C@@H](COC(CCC)=O)OC(CCC)=O)OC(CCC)=O)OC(CCC)=O)OC(CCC)=O)=O)[C@H]([C@@H]([C@@H](COC(CCC)=O)OC(CCC)=O)OC(CCC)=O)OC(CCC)=O [4-[(E)-2-[3,5-bis[[(2R,3S,4R,5R)-2,3,4,5,6-penta(butanoyloxy)hexanoyl]oxy]phenyl]vinyl]phenyl] (2R,3S,4R,5R)-2,3,4,5,6-penta(butanoyloxy)hexanoate